2-benzyl-3-phenylpropanoic acid C(C1=CC=CC=C1)C(C(=O)O)CC1=CC=CC=C1